(3-(3-(cis-3-(trifluoromethoxy)cyclobutyl)isoxazol-5-yl)bicyclo[1.1.1]pent-1-yl)carbamic acid tert-butyl ester C(C)(C)(C)OC(NC12CC(C1)(C2)C2=CC(=NO2)[C@@H]2C[C@@H](C2)OC(F)(F)F)=O